3-(5-(4-aminophenyl)-4-chloro-7H-pyrrolo[2,3-d]pyrimidin-7-yl)azetidine-1-carboxylic acid tert-butyl ester C(C)(C)(C)OC(=O)N1CC(C1)N1C=C(C2=C1N=CN=C2Cl)C2=CC=C(C=C2)N